C(C)(C)(C)OC(=O)C1=CC2=C(N=C(N2CC(C(=O)OC)OC)CC2=C(C=C(C=C2)C2=NC(=CC=C2)OCC2=C(C=C(C=C2)C#N)F)F)C=C1 2-[[4-[6-[(4-cyano-2-fluoro-phenyl)methoxy]-2-pyridinyl]-2-fluoro-phenyl]methyl]-3-(2,3-dimethoxy-3-oxo-propyl)benzimidazole-5-carboxylic acid tert-butyl ester